[N+](=O)([O-])C=1C(=CC2=C(OCO2)C1)C=C1C(NC(S1)=S)=O 5-(6-nitro-benzo[1,3]dioxol-5-ylmethylene)-2-thioxo-thiazolidin-4-one